C(C)OC(=O)C=1N(N=C(N1)C)C(C)C.ClC1=C(C(=O)NC2(CC2)C#N)C=C(C=C1)B1OC(C(O1)(C)C)(C)C 2-chloro-N-(1-cyanocyclopropyl)-5-(4,4,5,5-tetramethyl-1,3,2-dioxaborolan-2-yl)benzamide ethyl-2-isopropyl-5-methyl-1,2,4-triazole-3-carboxylate